[Si](C)(C)(C(C)(C)C)OC1CCC(CC1)O (1s,4s)-4-((tert-butyldimethylsilyl)oxy)cyclohexane-1-ol